(3,4-dichlorophenoxy)triethylamine ClC=1C=C(OCCN(CC)CC)C=CC1Cl